N1(CCC2(CC1)OCC=1N=CSC12)C(=O)OC(C)(C)C tert-Butyl 4H-spiro[furo[3,4-d]thiazole-6,4'-piperidine]-1'-carboxylate